Cl.N1C(CC2=CC=CC=C12)=N 2,3-dihydro-1H-indol-2-imine hydrochloride